4-((4'-chloro-[1,1'-biphenyl]-4-yl)oxy)-1H-1,2,3-triazole-5-carboxylic acid ClC1=CC=C(C=C1)C1=CC=C(C=C1)OC=1N=NNC1C(=O)O